2,4,5-triamino-1H-pyrimidin-6-one NC=1NC(C(=C(N1)N)N)=O